C1(CC1)CCC(N1C(C=CC=C1)=O)C1CCC(N1)(C(=O)N)OC 5-((+)-3-cyclopropyl-1-(2-oxopyridin-1(2H)-yl)propyl)-2-methoxypyrrolidine-2-carboxamide